4-chloro-3-(2-chloroethoxy)-8-(1-(tetrahydro-2H-pyran-2-yl)-1H-pyrazolo[4,3-b]pyridin-5-yl)-5,6-dihydronaphthalene-2-carbonitrile ClC1=C(C(=CC=2C(=CCCC12)C1=CC=C2C(=N1)C=NN2C2OCCCC2)C#N)OCCCl